C(C1=CC=CC=C1)OCC1CCN(CC1)C=1C=CC(=NC1)C(=O)OC methyl 5-{4-[(benzyloxy)methyl]piperidin-1-yl}pyridine-2-carboxylate